O=C([C@H](O)[C@@H](O)[C@H](O)[C@H](O)CO)O.OC1[C@H](N)[C@@H](O)[C@H](O)[C@H](O1)CO D-Glucosamine gluconate